OC1=C(C(/C=C/C2=CC=C(C=C2)OCCCCCC)=O)C=CC=C1 2'-Hydroxy-4-hexyloxychalcone